Diethyl (E)-(3-(4-methoxyphenyl)acryloyl)-L-glutamate COC1=CC=C(C=C1)/C=C/C(=O)N[C@@H](CCC(=O)OCC)C(=O)OCC